C(C)O/C=C(/C(=O)OCC)\COCC ethyl (E)-3-ethoxy-2-(ethoxymethyl)acrylate